FC(C1=NN=C(O1)C=1C=CC(=NC1)CN1C(C2=C(C=CC=C2C(C1=O)(C)C)C1=COC=C1)=O)F 2-((5-(5-(difluoromethyl)-1,3,4-oxadiazole-2-yl)pyridine-2-yl)methyl)-8-(furan-3-yl)-4,4-dimethylisoquinoline-1,3(2H,4H)-dione